C(C1=CC=CC=C1)O[C@H]1C[C@H](C1)OS(=O)(=O)C1=CC=C(C)C=C1 cis-toluene-4-sulfonic acid 3-benzyloxy-cyclobutyl ester